(S)-o-chlorophenylglycine methyl ester hydrochloride Cl.COC([C@@H](N)C1=C(C=CC=C1)Cl)=O